CC1=CC=C(N=N1)NC1=CC2=C(N=CN2)C=C1OC1COC1 N-(6-methylpyridazin-3-yl)-6-(oxetan-3-yloxy)benzimidazol-5-amine